7-(p-tolyl)-3,4-dihydroquinolin C1(=CC=C(C=C1)C1=CC=C2CCC=NC2=C1)C